OC(CNC(CCCCCCC)=O)C N-(2-hydroxypropyl)octanamide